2-((dimethylamino)methyl)acrylic acid tert-butyl ester C(C)(C)(C)OC(C(=C)CN(C)C)=O